3-{1-[4-(7H-pyrrolo[2,3-d]-pyrimidin-4-yl)-1H-pyrazol-1-yl]butyl}benzonitrile N1=CN=C(C2=C1NC=C2)C=2C=NN(C2)C(CCC)C=2C=C(C#N)C=CC2